n-dodecyl phthalate C(C=1C(C(=O)[O-])=CC=CC1)(=O)OCCCCCCCCCCCC